C1=C2C=3C=CC=CC3C3=C(C2=CC=C1)C=CC=C3 benzophenanthrene